CC=1C(=NC=CC1B(O)O)C1=C(C(=C(C(=C1F)F)F)F)F 3-METHYL-2-(PERFLUOROPHENYL)PYRIDINE-4-BORONIC ACID